(R)-4-Ethyl-9-fluoro-3,4-dihydro-2H-benzo[b][1,4,5]oxathiazepine 1,1-dioxide C(C)[C@@H]1CNS(C2=C(O1)C=CC=C2F)(=O)=O